C(C)(C)(C)C1=CC=C(C=C1)S(=O)(=O)N[C@@H](CC(C)C)C(=O)O ((4-(tert-butyl)phenyl)sulfonyl)leucine